Cl.N[C@@H](CC1=CNC2=CC=CC=C12)C(=O)O L-tryptophane hydrochloride salt